(S)-3-(3-chloro-4-fluorophenyl)-1-methyl-1-(5-oxo-6,7,8,9,10,11-hexahydro-5H-cyclohepta[c]isoquinolin-11-yl)urea ClC=1C=C(C=CC1F)NC(N([C@H]1CCCCC=2NC(C3=CC=CC=C3C21)=O)C)=O